F[C@H]1CN(CC[C@H]1OC)C1=NC=CC(=N1)NC=1N=CC2=C(C=CC(=C2C1)[C@H]1[C@@H](CC1)NC(C#CC)=O)N1CC(C1)CS(=O)(=O)C N-((1R,2S)-2-(3-((2-((3S,4R)-3-fluoro-4-methoxypiperidin-1-yl)pyrimidin-4-yl)amino)-8-(3-((methylsulfonyl)methyl)azetidin-1-yl)isoquinolin-5-yl)cyclobutyl)but-2-ynamide